CO[Si](C(CCCCCCCCC(=O)N)C)(OC)OC 10-(trimethoxysilyl)undecanamide